FC1=C(C(=O)C2=NNC3=NC=C(C=C32)C=3C=CC(=NC3)C(=O)O)C=CC(=C1NS(=O)(=O)CCC)F 5-(3-(2,4-difluoro-3-(propylsulfonylamino)benzoyl)-1H-pyrazolo[3,4-b]pyridin-5-yl)picolinic acid